C[C@H]1CCC(=NC1)C=1C=CC2=C(N=C(S2)C2[C@H]3CN(C[C@@H]23)C)C1 5-((S)-5-methyl-3,4,5,6-tetrahydropyridin-2-yl)-2-((R,5S,6s)-3-methyl-3-azabicyclo[3.1.0]Hexan-6-yl)benzo[d]thiazole